2-Methoxyphenyl diphenylphosphinodithioate C1(=CC=CC=C1)P(=S)(SC1=C(C=CC=C1)OC)C1=CC=CC=C1